2,3,4-Tri-O-acetyl-α-L-rhamnopyranosyl fluoride C(C)(=O)O[C@H]1[C@@H](O[C@H]([C@@H]([C@H]1OC(C)=O)OC(C)=O)C)F